(1-(Tetrahydro-2H-pyran-2-yl)-1H-pyrazol-3-yl)methanol O1C(CCCC1)N1N=C(C=C1)CO